tert-butyl 4-(2-(4-(1-benzyl-4-isopropoxy-1H-imidazo[4,5-c]pyridin-2-yl)-3-chlorophenoxy)ethyl)piperazine-1-carboxylate C(C1=CC=CC=C1)N1C(=NC=2C(=NC=CC21)OC(C)C)C2=C(C=C(OCCN1CCN(CC1)C(=O)OC(C)(C)C)C=C2)Cl